COC(=O)C1=NC=C(C=C1C(F)(F)F)O 5-hydroxy-3-(trifluoromethyl)pyridine-2-carboxylic acid methyl ester